tert-butyl ((8-(4-cyanophenyl)isochroman-4-yl)methyl)carbamate C(#N)C1=CC=C(C=C1)C=1C=CC=C2C(COCC12)CNC(OC(C)(C)C)=O